C(C)(C)(C)OC(=O)N1CC2(CC1)CCN(CC2)C=2C1=C(N=C(N2)C2=CC=NC=C2)C=NC=C1COC 8-(5-(methoxymethyl)-2-(pyridin-4-yl)pyrido[3,4-d]pyrimidin-4-yl)-2,8-diazaspiro[4.5]decane-2-carboxylic acid tert-butyl ester